C[Si](CCCCCC[Si](C1=CC=CC=C1)(N(C)C)N(C)C)(OC)OC 1-methyldimethoxysilyl-6-bis(dimethylamino)phenylsilylhexane